C1(CC1)[C@H]([C@@H](C(=O)O)C)C1=C(C(=CC=C1)OC(C1=CC(=C(C=C1)C1=CC(=NC=C1F)OC)CN(C(C)C)C(C)C)=O)F (2S,3R)-3-cyclopropyl-3-[3-[3-[(diisopropylamino)methyl]-4-(5-fluoro-2-methoxy-4-pyridyl)benzoyl]oxy-2-fluorophenyl]-2-methylpropanoic acid